ditridecylbenzenesulfonic acid C(CCCCCCCCCCCC)C=1C(=C(C=CC1)S(=O)(=O)O)CCCCCCCCCCCCC